FC=1C=C2C(=CN(C2=CC1)C)CCNC(OC(C)(C)C)=O tert-butyl (2-(5-fluoro-1-methyl-1H-indol-3-yl)ethyl)carbamate